methyl 4-[4-(dimethylamino)-1-piperidyl]-6-fluoro-2-methylindazole-7-carboxylate CN(C1CCN(CC1)C=1C2=CN(N=C2C(=C(C1)F)C(=O)OC)C)C